BrC=1C=C(C=CC1F)N1C(=NOC1=O)C=1C=CC(=C(C1)NC(=O)NC1=CC=C(C=C1)C(F)(F)F)NCC(C)C 1-[5-[4-(3-bromo-4-fluorophenyl)-5-oxo-4,5-dihydro-1,2,4-oxadiazol-3-yl]-2-(isobutylamino)phenyl]-3-(p-trifluoromethylphenyl)urea